C(CCC)C=1C(C(=C(C(C1Cl)=O)C1=C(NC2=CC=CC=C12)C)Cl)=O 2-(butyl)-3,6-dichloro-5-(2-methyl-1H-indol-3-yl)cyclohexane-2,5-diene-1,4-dione